4-((2-(4-(2-(adamantan-1-ylamino)ethyl)piperazin-1-yl)ethyl)amino)-2-(2,6-dioxopiperidin-3-yl)isoindoline-1,3-dione C12(CC3CC(CC(C1)C3)C2)NCCN2CCN(CC2)CCNC2=C3C(N(C(C3=CC=C2)=O)C2C(NC(CC2)=O)=O)=O